C1(CC1)C1=NC=NC(=C1C1=NC(=CC(=N1)OCC=1C=NC(=C(C1)F)C=1N(C=C(N1)C(F)(F)F)CC)C)OC 2-(4-cyclopropyl-6-methoxy-pyrimidin-5-yl)-4-[[5-fluoro-6-[1-ethyl-4-(trifluoromethyl)imidazol-2-yl]-3-pyridyl]methoxy]-6-methyl-pyrimidine